(Z)-1-acetyl-5-bromo-3-((3-fluorophenyl)(pyridazin-4-ylamino)methylene)indolin-2-one C(C)(=O)N1C(\C(\C2=CC(=CC=C12)Br)=C(/NC1=CN=NC=C1)\C1=CC(=CC=C1)F)=O